COC(CC[C@@H]1N=C(C2=C(N=C1NCC(C)O)C=CC(=C2)Br)C2=NC=CC=C2)=O 3-[(S)-7-bromo-2-(2-hydroxypropylamino)-5-pyridin-2-yl-3H-benzo[e][1,4]diazepin-3-yl]propionic acid methyl ester